1-(6-butyl-3-(4-methoxyphenyl)pyrazin-2-yl)-4-methylpiperidine-4-carboxylate C(CCC)C1=CN=C(C(=N1)N1CCC(CC1)(C(=O)[O-])C)C1=CC=C(C=C1)OC